C(C)C(C(=O)O)CCCC.[Sn+2] tin (II) ethylhexanoic acid